FC1=CN=C2N1N=C(C=C2[C@@H]2[C@H](C2)C2=CC=C1C3(C(N(C1=C2)CC(F)(F)F)=O)CCCC3)C=3C(NC(NC3)=O)=O 5-(3-fluoro-8-((1S,2S)-2-(2'-oxo-1'-(2,2,2-trifluoroethyl)spiro[cyclopentane-1,3'-indolin]-6'-yl)cyclopropyl)imidazo[1,2-b]pyridazin-6-yl)pyrimidine-2,4(1H,3H)-dione